NC(CN1[C@@H](CCC1)C(=O)NC1=C(C=CC(=C1)OC1=CC=C(C=C1)C(F)(F)F)OC)=O (S)-1-(2-Amino-2-oxoethyl)-N-(2-methoxy-5-(4-(trifluoromethyl)phenoxy)-phenyl)pyrrolidine-2-carboxamide